BrC=1C2(C3=CC(=CC=C3C1)O)CCC(CC2)(C(=O)OC)N(C(C(F)(F)F)=O)C2=CC(=C(C=C2)F)Cl methyl (1s,4s)-2'-bromo-4-[(3-chloro-4-fluorophenyl)(trifluoroacetyl)amino]-6'-hydroxyspiro[cyclohexane-1,1'-indene]-4-carboxylate